6-chloro-[1,3]thiazolo[5,4-c]pyridine ClC1=CC2=C(C=N1)SC=N2